((4-chlorophenyl)sulfonyl)-N-(2,2-dimethyl-3-sulfamoylpropyl)-3-(4-fluorophenyl)-4-phenyl-4,5-dihydro-1H-pyrazole-1-carboxamide ClC1=CC=C(C=C1)S(=O)(=O)C1(C(=NN(C1)C(=O)NCC(CS(N)(=O)=O)(C)C)C1=CC=C(C=C1)F)C1=CC=CC=C1